(3-Chloro-4-fluorophenyl)carbamic acid 4-nitrophenyl ester [N+](=O)([O-])C1=CC=C(C=C1)OC(NC1=CC(=C(C=C1)F)Cl)=O